O[C@H]1[C@@H](CC[C@](C1)(C(F)(F)F)O)NC(=O)[C@H]1CCN(C2(CC2)C1)C(=O)C1=NNC(=C1)C1=CC(=NC=C1F)OC (S)-N-((1R,2R,4S)-2,4-dihydroxy-4-(trifluoromethyl)cyclohexyl)-4-(5-(5-fluoro-2-methoxypyridin-4-yl)-1H-pyrazole-3-carbonyl)-4-azaspiro[2.5]Octane-7-carboxamide